7-benzyl 8-(tert-butyl) (8S)-2,4-dioxo-1,3,7-triazaspiro[4.4]nonane-7,8-dicarboxylate O=C1NC2(C(N1)=O)CN([C@@H](C2)C(=O)OC(C)(C)C)C(=O)OCC2=CC=CC=C2